4-bromo-oxepane BrC1CCOCCC1